CC1(CN(CC1)C1=NN(C=C1)COCC[Si](C)(C)C)O 3-methyl-1-(1-((2-(trimethylsilyl)ethoxy)methyl)-1H-pyrazol-3-yl)pyrrolidin-3-ol